(1r,4r)-1-imino-4-(4-nitro-1H-pyrazol-1-yl)hexahydro-1λ6-thiopyran 1-oxide N=S1(CCC(CC1)N1N=CC(=C1)[N+](=O)[O-])=O